2-nitro-3-thiocyanatothiophene [N+](=O)([O-])C=1SC=CC1SC#N